6-amino-4-bromo-5-fluoro-2,3-dihydrobenzofuran-7-carboxamide NC1=C(C2=C(CCO2)C(=C1F)Br)C(=O)N